(1R,2R)-N-{[3-(4-{[(3S,4R)-3-fluoro-1-methylpiperidin-4-yl]amino}-1-(2,2,2-trifluoroethyl)-1H-indol-2-yl)-1,2,4-oxadiazol-5-yl]methyl}-2-(2-fluorophenyl)cyclopropane-1-carboxamide F[C@H]1CN(CC[C@H]1NC1=C2C=C(N(C2=CC=C1)CC(F)(F)F)C1=NOC(=N1)CNC(=O)[C@H]1[C@@H](C1)C1=C(C=CC=C1)F)C